(S)-5-(3,5'-dichloro-4-((3,5-difluoropyridin-2-yl)methoxy)-6-methyl-2-oxo-2H-[1,4'-bipyridin]-2'-yl)-3,3-dimethyl-1,3-dihydro-2H-pyrrolo[3,2-b]pyridin-2-one ClC=1C(N(C(=CC1OCC1=NC=C(C=C1F)F)C)C1=CC(=NC=C1Cl)C1=CC=C2C(=N1)C(C(N2)=O)(C)C)=O